COC(CNC(=O)C1=NC(=CN=C1O)C1=CC(=CC=C1)OCC)=O (3-hydroxy-6-(3-ethoxyphenyl)pyrazine-2-carbonyl)glycine methyl ester